NC1=NC(=C2N=CN(C2=N1)[C@H]1[C@@H]([C@@H]([C@H](O1)CO)O)F)N(C)C (2R,3R,4R,5R)-5-(2-amino-6-(di-methylamino)-9H-purin-9-yl)-4-fluoro-2-(hydroxymethyl)tetrahydrofuran-3-ol